FC(C1=CC=C(C=N1)NC(OCC(Cl)(Cl)Cl)=O)(F)F 2,2,2-trichloroethyl (6-(trifluoromethyl)pyridin-3-yl)carbamate